C(C)(C)(C)OC(=O)NCCN1N=C(C(=C1C)C(=O)OCC)C ethyl 1-(2-{[(tert-butoxy) carbonyl] amino} ethyl)-3,5-dimethyl-1H-pyrazole-4-carboxylate